COC1OC(C=2N=C(N=CC21)NC2=NC=C(C(=C2)N[C@H](CO)C2=CC=CC=C2)C2=NC(=NO2)C21CCN(CC2)CC1)(C)C (2S)-2-((2-((5-Methoxy-7,7-dimethyl-5,7-dihydrofuro[3,4-d]pyrimidin-2-yl)amino)-5-(3-(quinuclidin-4-yl)-1,2,4-oxadiazol-5-yl)pyridin-4-yl)amino)-2-phenylethan-1-ol